CCC(C)S(=O)NC1(COC1)C(F)(F)F methyl-N-(3-(trifluoromethyl)oxetan-3-yl)propane-2-sulfinamide